FC(C(=O)O)(F)F.FC(C(=O)O)(F)F.N1CC(C1)C1=NC(=NC2=C(C(=C(C=C12)Cl)C1=CC(=CC2=CC=CC=C12)O)F)N1CC(C1)N(C)C (R or S)-4-(4-(azetidin-3-yl)-6-chloro-2-(3-(dimethylamino)azetidin-1-yl)-8-fluoroquinazolin-7-yl)naphthalen-2-ol bistrifluoroacetate